C(CCCCCCCCCCCCCCCCCCC(=O)N)CCCCCCCCCCCCCCCCCC(=O)N ethylenebisstearamid